octadecyl 3-(3,5-di-t-butyl-4-hydroxyphenyl)propionate C(C)(C)(C)C=1C=C(C=C(C1O)C(C)(C)C)CCC(=O)OCCCCCCCCCCCCCCCCCC